BrCC(C(=O)O)(C)O 3-Bromo-2-hydroxy-2-methylpropanoic acid